(7-Chloro-1H-benzo[d]imidazol-2-yl)(1-(2-hydroxypropan-2-yl)-3,4-dihydroisoquinolin-2(1H)-yl)methanone ClC1=CC=CC2=C1NC(=N2)C(=O)N2C(C1=CC=CC=C1CC2)C(C)(C)O